C(C)(C)(C)OC(=O)NC(C(=O)O)CCN(CCCCC1=NC=2NCCCC2C=C1)CCC(F)F 2-(tert-butoxycarbonylamino)-4-[3,3-difluoropropyl-[4-(5,6,7,8-tetrahydro-1,8-naphthyridin-2-yl)butyl]amino]butanoic acid